1-(4-bromophenyl)-1H-1,2,4-triazole BrC1=CC=C(C=C1)N1N=CN=C1